C(C)C1=C(C=CC=C1)NC1=CC=C(C=C1)NC(CC)C N-(2-Ethylphenyl)-N'-1-methylpropyl-1,4-phenylenediamine